ClC=1C=C2C=NC(=NC2=CC1C1CCN(CC1)[C@@]1([C@@H](COC1)O)C)NC=1C=NN(C1C(F)F)C |o1:17,18| (3S,4S) or (3R,4R)-4-[4-(6-chloro-2-{[5-(difluoromethyl)-1-methyl-1H-pyrazol-4-yl]amino}quinazolin-7-yl)piperidin-1-yl]-4-methyloxolan-3-ol